ergosta-5,8,22-trien-3β-ol CC(C)[C@@H](C)C=C[C@@H](C)[C@H]1CC[C@H]2C=3CC=C4C[C@H](CC[C@]4(C)C3CC[C@]12C)O